FC1=C(C=CC(=C1)OC1=C(C=CC=C1)F)C(=O)C1=CNC2=NC=C(C(=C21)N[C@H]2CO[C@@H](CC2)CN2CCCC2)OC (2-fluoro-4-(2-fluorophenoxy)phenyl)(5-methoxy-4-(((3R,6S)-6-(pyrrolidin-1-ylmethyl)tetrahydro-2H-pyran-3-yl)amino)-1H-pyrrolo[2,3-b]pyridin-3-yl)methanone